C(#N)C=1C=C2C(=NC1)N(N=C2)C2=NC=C(C(=O)NC1CCC(CC1)C(C)(C)O)C(=C2)NC=2C=NN(C2)CC(F)F 6-(5-cyano-1H-pyrazolo[3,4-b]pyridin-1-yl)-4-((1-(2,2-difluoroethyl)-1H-pyrazol-4-yl)amino)-N-((1S,4R)-4-(2-hydroxypropan-2-yl)cyclohexyl)nicotinamide